Acetoacetoxyvinylether C(CC(=O)C)(=O)OC=COC=COC(CC(=O)C)=O